C(C=C)(=O)NC(C)(C)S(=O)(=O)O 2-acrylamido-2-propanesulfonic acid